tert-butyl-7-fluoro-2-morpholinoquinazoline-6-carbaldehyde C(C)(C)(C)C1=NC(=NC2=CC(=C(C=C12)C=O)F)N1CCOCC1